FC(C1=CC=C(C=C1)C1CC(C1)OC=1C=C2C(=CNC2=CC1)NC(=O)C1=CN=CS1)(F)F N-(5-((1s,3s)-3-(4-(trifluoromethyl)phenyl)cyclobutoxy)-1H-indol-3-yl)thiazole-5-carboxamide